2-(4-cyclopropyl-6-methoxypyrimidin-5-yl)-7-methyl-6-(methylthio)-7H-purine C1(CC1)C1=NC=NC(=C1C1=NC(=C2N(C=NC2=N1)C)SC)OC